(R)-1-(1-naphthyl)ethylamine C1(=CC=CC2=CC=CC=C12)[C@@H](C)N